C(C(C)C)NC(=O)N1C=NC2=C1C=CC(=C2)C=2C=NC=NC2 N-iso-Butyl-5-(pyrimidin-5-yl)-1H-benzo[d]imidazole-1-carboxamide